ClC=1C=C(C=CC1Cl)NC(=O)NC1=CC(=CC(=C1)C(=O)C=1C=C2N=C(C=NC2=CC1)N1CCOCC1)F 1-(3,4-dichlorophenyl)-3-(3-fluoro-5-(3-morpholinoquinoxaline-6-carbonyl)phenyl)urea